24-methylpentacosanyl oleate C(CCCCCCC\C=C/CCCCCCCC)(=O)OCCCCCCCCCCCCCCCCCCCCCCCC(C)C